1-(4-methylpyridin-2-yl)-5-(trifluoromethyl)-1H-pyrazole-4-carboxylic acid CC1=CC(=NC=C1)N1N=CC(=C1C(F)(F)F)C(=O)O